COC1=CC(N(C2=CC=CC=C12)C)=O 4-methoxy-1-methylquinolin-2(1H)-one